ClC1=CC=CC2=C1NC(=N2)C(=O)N2[C@@H](C=1N(CC2)C(=CC1)C#N)C |r| Racemic-2-(7-chloro-1H-benzo[d]imidazole-2-carbonyl)-1-methyl-1,2,3,4-tetrahydropyrrolo[1,2-a]pyrazine-6-carbonitrile